methyl 5-[4-[2-(3-hydroxyphenoxy)ethoxy]-1-piperidyl]pyrazine-2-carboxylate OC=1C=C(OCCOC2CCN(CC2)C=2N=CC(=NC2)C(=O)OC)C=CC1